N-[(2,4-dimethylphenyl)(5-methylfuran-2-yl)methyl]-1-[3-(2-hydroxyethyl)-1H-indol-5-yl]cyclopropane-1-carboxamide CC1=C(C=CC(=C1)C)C(NC(=O)C1(CC1)C=1C=C2C(=CNC2=CC1)CCO)C=1OC(=CC1)C